ClC1=C(C=CC=C1)C1=C2N(C(=NC1=O)NCC1=CC=C(C=C1)OC)C=CC(=C2)C(F)(F)F 4-(2-chlorophenyl)-1-((4-methoxybenzyl)amino)-6-(trifluoromethyl)-3H-pyrido[1,2-c]pyrimidin-3-one